2-heptylcyclopentanone C(CCCCCC)C1C(CCC1)=O